ethyl-3-(3-amino-2-oxo-1-(4-phenyl-3,4-dihydro-2H-benzo[b][1,4]oxazin-6-yl)-1,2-dihydrothieno[2,3-b]pyrazin-6-yl)-1,2,4-oxadiazole-5-carboxylate C(C)OC(=O)C1=NC(=NO1)C1=CC2=C(N=C(C(N2C2=CC3=C(OCCN3C3=CC=CC=C3)C=C2)=O)N)S1